ClC1=CC(=C(C=C1)/C=C/C(=O)N1NCCC[C@H]1C(=O)N[C@@H](C[C@H]1C(NCC1)=O)C#N)F (3S)-2-[(E)-3-(4-chloro-2-fluoro-phenyl)prop-2-enoyl]-N-[(1S)-1-cyano-2-[(3S)-2-oxopyrrolidin-3-yl]ethyl]hexahydropyridazine-3-carboxamide